(3R,4S)-4-amino-3-hydroxytetrahydropyran hydrochloride Cl.N[C@@H]1[C@H](COCC1)O